CS(=O)(C1=CC=CC=C1)=NC1=C(N=C2N1C=CC(=C2)C2=NOC(=N2)C(F)(F)F)C methyl((2-methyl-7-(5-(trifluoromethyl)-1,2,4-oxadiazol-3-yl)imidazo[1,2-a]pyridin-3-yl)imino)(phenyl)-λ6-sulfanone